ONC(=N)C=1C=CC(=NC1)NC(=O)C1C(C1(C)C)(C)C N-[5-(N-hydroxycarbamimidoyl)-2-pyridinyl]-2,2,3,3-tetramethyl-cyclopropanecarboxamide